(S)-1-(3-((2-(cyclopropanecarboxamido)-5-((methyl-d3) carbamoyl) pyridin-4-yl) amino)-4-methoxypyrazolo[1,5-a]pyridin-5-yl)-2,2,2-trifluoroethyl acetate C(C)(=O)O[C@H](C(F)(F)F)C1=C(C=2N(C=C1)N=CC2NC2=CC(=NC=C2C(NC([2H])([2H])[2H])=O)NC(=O)C2CC2)OC